O[C@H]1[C@H](O[C@@]2([C@@H](CCO2)NC(C2=CC(=CC=C2)F)=O)[C@@H]([C@H]1N1N=NC(=C1)C1=CC(=C(C(=C1)F)F)F)O)CO N-((4R,5S,7R,8R,9S,10R)-8,10-dihydroxy-7-(hydroxymethyl)-9-(4-(3,4,5-trifluorophenyl)-1H-1,2,3-triazol-1-yl)-1,6-dioxaspiro[4.5]decan-4-yl)-3-fluorobenzamide